OC(CN1C(C2=CC(=C(C(=C2C1)C)C)CC1=CC=C(C=C1)C1=NN(C=C1)C)=O)(C)C 2-(2-hydroxy-2-methylpropyl)-4,5-dimethyl-6-(4-(1-methyl-1H-pyrazol-3-yl)benzyl)isoindolin-1-one